C(#N)C1=C(C=NC=C1)OC[C@H]1N(CCOC1)C(=O)OC(C)(C)C tert-butyl (3S)-3-{[(4-cyanopyridin-3-yl)oxy]methyl}morpholine-4-carboxylate